C(C)(C)(C)OC(=O)N[C@H](C(=O)NC1=CC=C(C=C1)C1=C([N+](=CC=C1C)[O-])C)[C@H]1CCCC2=CC=CC=C12 3-(4-((S)-2-((tert-Butoxycarbonyl)amino)-2-((S)-1,2,3,4-tetrahydronaphthalen-1-yl)acetamido)phenyl)-2,4-lutidine 1-oxide